2-{4-[4-(2,6-dioxopiperidin-3-yl)-2-fluorophenyl]-4-hydroxycyclohexyl}acetaldehyde O=C1NC(CCC1C1=CC(=C(C=C1)C1(CCC(CC1)CC=O)O)F)=O